pyridine-3,5-dicarbonyl difluoride N1=CC(=CC(=C1)C(=O)F)C(=O)F